2-Methyl-propane-2-sulfonic acid {3-[6-amino-8-(6-ethynyl-benzo[1,3]dioxol-5-ylsulfanyl)-purin-9-yl]-propyl}-amide NC1=C2N=C(N(C2=NC=N1)CCCNS(=O)(=O)C(C)(C)C)SC1=CC2=C(OCO2)C=C1C#C